ethyl 2-(3-cyano-4-(2-methoxyethoxy) phenyl)-4-methylthiazole-5-carboxylate C(#N)C=1C=C(C=CC1OCCOC)C=1SC(=C(N1)C)C(=O)OCC